C(C1=CC=CC=C1)OC(=O)C1CNCC1O 4-hydroxypyrrolidine-3-carboxylic acid benzyl ester